9-(3-aminobenzyl)-3,9-diazaspiro[5.5]undecane-3-carboxylic acid tert-butyl ester C(C)(C)(C)OC(=O)N1CCC2(CC1)CCN(CC2)CC2=CC(=CC=C2)N